2,2',4,6'-tetramethyl-1,1'-biphenyl CC1=C(C=CC(=C1)C)C1=C(C=CC=C1C)C